(S)-1-((5-fluoropyridin-2-yl)methyl)-3-(4-(1-methyl-5,6,7,8-tetrahydroimidazo[1,5-a]pyridin-8-yl)phenyl)urea FC=1C=CC(=NC1)CNC(=O)NC1=CC=C(C=C1)[C@H]1C=2N(CCC1)C=NC2C